5-amino-N-(2-(1-(4-((6-amino-2-butoxy-8-oxo-7,8-dihydro-9H-purin-9-yl)methyl)benzyl)piperidin-4-yl)ethyl)nicotinamide NC=1C=NC=C(C(=O)NCCC2CCN(CC2)CC2=CC=C(C=C2)CN2C3=NC(=NC(=C3NC2=O)N)OCCCC)C1